methyl 3-(4-(isobutylcarbamoyl)-3-(methoxy-d3) phenyl)-5-methyl-4-(2-methyl-4-nitro-phenyl)-1H-pyrrole-2-carboxylate C(C(C)C)NC(=O)C1=C(C=C(C=C1)C1=C(NC(=C1C1=C(C=C(C=C1)[N+](=O)[O-])C)C)C(=O)OC)OC([2H])([2H])[2H]